(S)-N-(5-methyl-4-oxo-2,3,4,5-tetrahydrobenzo[b][1,4]oxazepin-3-yl)-7-(trifluoromethyl)imidazo[1,5-a]pyridine-1-carboxamide CN1C2=C(OC[C@@H](C1=O)NC(=O)C=1N=CN3C1C=C(C=C3)C(F)(F)F)C=CC=C2